[4-[5-(2-tert-butoxyethylamino)isoxazol-3-yl]-1-piperidyl]-[3-fluoro-4-(trifluoromethyl)phenyl]methanone C(C)(C)(C)OCCNC1=CC(=NO1)C1CCN(CC1)C(=O)C1=CC(=C(C=C1)C(F)(F)F)F